nitrogen phosphorus potassium phosphorus [P].[K].[P].[N]